tert-butyl (2-(2-fluoro-5-nitrophenylsulfonamido)ethyl)carbamate FC1=C(C=C(C=C1)[N+](=O)[O-])S(=O)(=O)NCCNC(OC(C)(C)C)=O